1-[6-(4-chloroanilino)-2-methylsulfonyl-5-nitro-pyrimidin-4-yl]-3-ethoxy-azetidine-3-carboxamide ClC1=CC=C(NC2=C(C(=NC(=N2)S(=O)(=O)C)N2CC(C2)(C(=O)N)OCC)[N+](=O)[O-])C=C1